(R)-3-amino-1-(2-((6-amino-9H-purin-9-yl)methyl)-3-ethylphenyl)-N-cyclopentylpyrrolidine-3-carboxamide N[C@]1(CN(CC1)C1=C(C(=CC=C1)CC)CN1C2=NC=NC(=C2N=C1)N)C(=O)NC1CCCC1